2-{3-[(2R,6S)-2,6-dimethylmorpholine-4-carbonyl]-5,6-dihydrocyclopenta[c]pyrazol-1(4H)-yl}-1-[4-(2-fluoro-5-methylphenyl)piperidin-1-yl]ethan-1-one C[C@@H]1CN(C[C@@H](O1)C)C(=O)C=1C2=C(N(N1)CC(=O)N1CCC(CC1)C1=C(C=CC(=C1)C)F)CCC2